2-fluoroethyl 4-methylbenzene-sulfonate CC1=CC=C(C=C1)S(=O)(=O)OCCF